CC1=CC(=NS1)C(=O)NCC=1SC(=NN1)C1=CC=CC=C1 5-methyl-N-((5-phenyl-1,3,4-thiadiazol-2-yl)methyl)isothiazole-3-carboxamide